ClC=1C=CC(=NC1)N1CCNCC1 4-(5-Chloropyridin-2-yl)piperazin